C[N+]=1CCC(C1\C=C\C1=C/C(/CCC1)=C/C=C\1/N(CCC1(C)C)C)(C)C 1,4,4-trimethyl-5-((E)-2-((E)-3-((E)-2-(1,3,3-trimethylpyrrolidin-2-ylidene)ethylidene)cyclohex-1-en-1-yl)vinyl)-3,4-dihydro-2H-pyrrol-1-ium